FC(OC[C@H]1[C@@H](C1)C(=O)OC(C)(C)C)(F)F Tert-butyl (1R,2R)-2-((trifluoromethoxy)methyl)cyclopropane-1-carboxylate